C(C)(C)(C)OC(N(C)CCCN1C(=C(C=2C(=C3C(=NC21)CCCCCC3)N)C)C)=O (3-(4-amino-2,3-dimethyl-5,6,7,8,9,10-hexahydro-1H-cycloocta[b]pyrrolo[3,2-e]pyridin-1-yl)propyl)(methyl)carbamic acid tert-butyl ester